OC(CC1=NNC(N1)=O)CNC1=C(C=CC=C1)SC 3-[2-hydroxy-3-(2-methylthiophenylamino)propyl]-1H-1,2,4-triazol-5(4H)-one